2,2-diphenyl-1-ethylsulfate C1(=CC=CC=C1)C(COS(=O)(=O)[O-])C1=CC=CC=C1